Pelargonic acid potassium salt [K+].C(CCCCCCCC)(=O)[O-]